((R)-1-(3-amino-5-(trifluoromethyl)phenyl)ethyl)-7-methoxy-2-methyl-6-(((R)-tetrahydrofuran-2-yl)methoxy)quinazolin-4-amine NC=1C=C(C=C(C1)C(F)(F)F)[C@@H](C)C1=C2C(=NC(=NC2=CC(=C1OC[C@@H]1OCCC1)OC)C)N